N-{6-[3-(4-mesyl-2-anisidino)-1-propynyl]-1-(2,2,2-trifluoroethyl)-4-indolyl}-3-methyl-4-piperidinecarboxamide S(=O)(=O)(C)C=1C=C(C(OC)=CC1)NCC#CC1=CC(=C2C=CN(C2=C1)CC(F)(F)F)NC(=O)C1C(CNCC1)C